7-chloro-6-(3-cyclopropylphenoxy)pyrazolo[1,5-a]pyrimidine-2-carbonitrile ClC1=C(C=NC=2N1N=C(C2)C#N)OC2=CC(=CC=C2)C2CC2